6-(4-(2-fluoro-5-((4-oxo-3,4-dihydrophthalazin-1-yl)methyl)phenyl)-4-oxido-1,4-azaphosphinan-1-yl)nicotinonitrile FC1=C(C=C(C=C1)CC1=NNC(C2=CC=CC=C12)=O)P1(CCN(CC1)C1=NC=C(C#N)C=C1)=O